tert-Butyl N-[4-cyano-5-[2-fluoro-4-[2-[[3-(3-methyl-1-bicyclo[1.1.1]pentanyl) isoxazol-5-yl]amino]-2-oxo-ethyl]phenyl]-2-isopropyl-pyrazol-3-yl]carbamate C(#N)C1=C(N(N=C1C1=C(C=C(C=C1)CC(=O)NC1=CC(=NO1)C12CC(C1)(C2)C)F)C(C)C)NC(OC(C)(C)C)=O